BrC1(C(NC(NC1=O)=O)=O)Br 5,5-dibromobarbituric acid